5-(1H-indolyl)2-methyl-oxazole N1(C=CC2=CC=CC=C12)C1=CN=C(O1)C